ClC1=CC(=C(C=C1)S(=O)(=O)N[C@@H]([C@H](C)C1=CC=CC2=CC(=CC=C12)F)C=1OC(NN1)=O)OC 4-chloro-N-((1S,2R)-2-(6-fluoro-naphthalen-1-yl)-1-(5-oxo-4,5-dihydro-1,3,4-oxadiazol-2-yl)propyl)-2-methoxybenzenesulfonamide